C(C)(C)(C)OC(=O)N[C@H](C(=O)O)C(C1CC1)C1CC1 (2S)-2-(tert-butoxycarbonylamino)-3,3-dicyclopropyl-propanoic acid